O=C(C(=O)NCCC(C(=O)[O-])CC1=CC(=C(C(=C1)C(C)(C)C)O)C(C)(C)C)NCCC(C(=O)[O-])CC1=CC(=C(C(=C1)C(C)(C)C)O)C(C)(C)C (1,2-dioxoethylene)-bis(iminoethylene)-bis(3-(3,5-di-tert-butyl-4-hydroxyphenyl)propionate)